[(3aS,4R,6aR)-4-[(6-chloro-4-methoxy-3-pyridazinyl)oxy]hexahydrocyclopenta[c]pyrrol-2(1H)-yl](6,7-dihydro-4H-thieno[3,2-c]pyran-2-yl)methanone ClC1=CC(=C(N=N1)O[C@@H]1CC[C@H]2CN(C[C@H]21)C(=O)C2=CC=1COCCC1S2)OC